OC1=NC(=C(CC1)C(=O)OCC)C(F)(F)F ethyl 2-hydroxy-6-(trifluoromethyl)-3,4-dihydropyridine-5-carboxylate